Morpholinolactamide acrylate C(C=C)(=O)O.O1CCN(CC1)C(C(=O)N)(O)C